2-chloroethan-1-amine hydrochloride salt Cl.ClCCN